C(C)(C)(C)OC(=O)N1CC2=CC=C(C=C2CC1)C1=NC(=C(C2=C1C=CS2)C2=C(C=C(C=C2)F)OCCOC)C(=O)OCC ethyl 4-(2-tert-butoxycarbonyl-3,4-dihydro-1H-isoquinolin-6-yl)-7-[4-fluoro-2-(2-methoxyethoxy)phenyl]thieno[3,2-c]pyridine-6-carboxylate